Cl.COC(=O)[C@@H]1NC[C@@H](C1)F (2R,4R)-4-fluoropyrrolidine-2-carboxylic acid methyl ester hydrochloride